C(CCCCCCCCCCCCCCCCC)NC(=O)COCC(=O)N1CCOCCOCCOCCN(CCOCCOCC1)C(COCC(NCCCCCCCCCCCCCCCCCC)=O)=O 10,19-bis[(octadecylcarbamoyl)methoxyacetyl]-1,4,7,13,16-pentaoxa-10,19-diazacycloheneicosane